COC(=O)C12CC(C1)(C2)C(C(C)Br)=O 3-(2-bromopropionyl)bicyclo[1.1.1]Pentane-1-carboxylic acid methyl ester